methyl 6-amino-4-(2-(((tert-butoxycarbonyl) amino) methyl)-4-fluoro-3-hydroxyphenyl)-7-(3-methoxy-2,6-dimethylphenyl)-2-methyl-7H-pyrrolo[2,3-d]pyrimidine-5-carboxylate NC1=C(C2=C(N=C(N=C2C2=C(C(=C(C=C2)F)O)CNC(=O)OC(C)(C)C)C)N1C1=C(C(=CC=C1C)OC)C)C(=O)OC